O1C(=CC=C1)C(=O)C1=CC(CC2=C(N1)C=CC=C2)=O 2-(furan-2-carbonyl)-1,5-dihydro-4H-benzo[b]azepine-4-One